COCCOCOC1=CC=C2C(C(=COC2=C1)B(O)O)=O 7-((2-methoxyethoxy)methoxy)-4-oxo-4H-chromene-3-boronic acid